FC=1C(=NC(=CC1)C)SC=1C=2N(C=C(C1)C=1C=NN(C1C)C1CCN(CC1)C)N=CC2C#N 4-[(3-fluoro-6-methyl-2-pyridyl)sulfanyl]-6-[5-methyl-1-(1-methyl-4-piperidyl)pyrazol-4-yl]pyrazolo[1,5-a]pyridine-3-carbonitrile